COC1=CC=C(C=C1)CN(C1=NC=CC=C1[C@@H](C)N(C1=NC(=NC(=N1)Cl)N1CC2(C1=O)C(CCC2)=O)CC)CC2=CC=C(C=C2)OC 2-[4-[[(1R)-1-[2-[bis[(4-methoxyphenyl)methyl]amino]-3-pyridyl]ethyl]-ethyl-amino]-6-chloro-1,3,5-triazin-2-yl]-2-azaspiro[3.4]octane-3,5-dione